1-(4-bromo-1-methyl-1H-pyrazol-5-yl)ethanol BrC=1C=NN(C1C(C)O)C